S(OC1=CC=C(C=C1)OCC1=CC=C(C=C1)C(F)(F)F)(=O)(=O)F 4-((4-(trifluoromethyl)benzyl)oxy)phenyl sulfurofluoridate